(S)-2-(tert-butoxycarbonyl)-1,2,3,4-tetrahydroisoquinoline-1-carboxylic acid C(C)(C)(C)OC(=O)N1[C@@H](C2=CC=CC=C2CC1)C(=O)O